(3R)-ethyl-6,8-dihydroxy-3,4-dihydroisocoumarin C(C)[C@H]1OC(=O)C2=C(C=C(C=C2C1)O)O